N-methyl-6-(2-methyl[1,2,4]triazolo[1,5-b]pyridazin-6-yl)-N-(2,2,6,6-tetramethylpiperidin-4-yl)-1,3-benzothiazol-2-amine CN(C=1SC2=C(N1)C=CC(=C2)C=2C=CC=1N(N2)N=C(N1)C)C1CC(NC(C1)(C)C)(C)C